(2-oxopyrrolidin-1-yl)acetic acid O=C1N(CCC1)CC(=O)O